C(#C)C1CN(CCC1)C=1C2=C(N=C(N1)S(=O)C)C(=C(OC2=O)C2=CC(=CC1=CC=CC(=C21)F)OCOC)C 4-(3-ethynylpiperidin-1-yl)-7-[8-fluoro-3-(methoxymethoxy)naphthalen-1-yl]-2-methanesulfinyl-8-methylpyrano[4,3-d]pyrimidin-5-one